N1-(3-chloro-2-(piperidin-1-yl)phenyl)-N3,N3-dimethylbenzene-1,3-disulfonamide ClC=1C(=C(C=CC1)NS(=O)(=O)C1=CC(=CC=C1)S(=O)(=O)N(C)C)N1CCCCC1